CC(CC)(CCCC(C)C)O 3,7-dimethyl-3-octaneol